C[C@@H]1N(C[C@@H](N(C1)C(=O)[C@@]1(O[C@H]1C1=CC(=CC=C1)[N+](=O)[O-])C)C)C(=O)[C@@]1(O[C@H]1C1=CC(=CC=C1)[N+](=O)[O-])C ((2S,5S)-2,5-dimethylpiperazine-1,4-diyl)bis(((2R,3S)-2-methyl-3-(3-nitro-phenyl)oxiran-2-yl)methanone)